O.O.O.CC1NC(NC(N1)C)C 2,4,6-trimethylhexahydro-1,3,5-triazine trihydrate